2-((5-(2,2'-dichloro-3'-(6-(methylamino)-5-((6-oxo-2,5-diazaspiro[3.4]octan-2-yl)methyl)pyrazin-2-yl)-[1,1'-biphenyl]-3-yl)-3-methoxypyrazin-2-yl)methyl)-2,5-diazaspiro[3.4]octan-6-one ClC1=C(C=CC=C1C=1N=C(C(=NC1)CN1CC2(C1)NC(CC2)=O)OC)C2=C(C(=CC=C2)C2=NC(=C(N=C2)CN2CC1(C2)NC(CC1)=O)NC)Cl